(E)-Methyl 4-(3-(4-(4-bromophenyl)-2-oxo-1,2-dihydroquinolin-3-yl)-5-(4-chlorophenyl)-4,5-dihydro-1H-pyrazol-1-yl)-4-oxobut-2-enoate BrC1=CC=C(C=C1)C1=C(C(NC2=CC=CC=C12)=O)C1=NN(C(C1)C1=CC=C(C=C1)Cl)C(/C=C/C(=O)OC)=O